Methyl 3-((5-bromo-3-chloro-2-hydroxyphenyl)sulfonamido)-2-hydroxy-5-(pentafluoro-λ6-sulfaneyl)benzoate BrC=1C=C(C(=C(C1)S(=O)(=O)NC=1C(=C(C(=O)OC)C=C(C1)S(F)(F)(F)(F)F)O)O)Cl